N[C@@H]1COCC[C@H]1C1=C(C2=NC(=CC(=C2S1)NCC=1SC=CC1)Cl)Br trans-2-(3-aminotetrahydropyran-4-yl)-3-bromo-5-chloro-N-(2-thienylmethyl)thieno[3,2-b]pyridin-7-amine